(S)-4-((5-chloro-8-((5-(difluoromethyl)-1-methyl-1H-1,2,3-triazol-4-yl)methoxy)-7-fluoro-1,2,3,4-tetrahydroisoquinolin-1-yl)methyl)morpholin-3-one hydrochloride Cl.ClC1=C2CCN[C@@H](C2=C(C(=C1)F)OCC=1N=NN(C1C(F)F)C)CN1C(COCC1)=O